C(C)OP(=O)(OCC)C(C(=O)O)COC 2-(diethoxyphosphoryl)-3-methoxypropanoic acid